COC1=CC=C(C=C1N)N 6-methoxy-1,3-diaminobenzene